benzyl 2-methoxy-4-(methoxymethoxy)-6-methylbenzoate COC1=C(C(=O)OCC2=CC=CC=C2)C(=CC(=C1)OCOC)C